C(=O)(O)COC(C(C=CC1=CC=CC=C1)=O)=CC1=CC=CC=C1 carboxymethoxydibenzalacetone